(±)-2-(3-(3-((4-methyl-4H-1,2,4-triazol-3-yl)methyl)oxetan-3-yl)phenyl)-6-(pyrrolidin-2-yl)-4-(trifluoromethyl)isoindolin-1-one formate C(=O)O.CN1C(=NN=C1)CC1(COC1)C=1C=C(C=CC1)N1C(C2=CC(=CC(=C2C1)C(F)(F)F)[C@@H]1NCCC1)=O |r|